5-hydroxy-7-methyl-N-(4-methyl-1,1-dioxidotetrahydro-2H-thiopyran-4-yl)pyrazolo[1,5-a]pyridine-2-carboxamide OC1=CC=2N(C(=C1)C)N=C(C2)C(=O)NC2(CCS(CC2)(=O)=O)C